4-[3-(DIMETHYLAMINO)PHENOXY]PENTANOIC ACID CN(C=1C=C(OC(CCC(=O)O)C)C=CC1)C